4-((3-(1-((R)-1,4-dioxaspiro[4.4]nonan-6-yl)-1H-pyrazol-4-yl)-2-methoxyphenyl)amino)-6-((S)-2,2-dimethylcyclopropane-1-carboxamido)nicotinamide O1CCOC12[C@@H](CCC2)N2N=CC(=C2)C=2C(=C(C=CC2)NC2=CC(=NC=C2C(=O)N)NC(=O)[C@@H]2C(C2)(C)C)OC